C(CCC)OC1=C(C(=O)O)C=CC(=C1)C1=NC=NC(=C1)NCCC=1C2=C(SC1C)C(=CC(=C2)F)C 2-Butoxy-4-{6-[2-(5-fluoro-2,7-dimethyl-benzo[b]thiophen-3-yl)-ethylamino]-pyrimidin-4-yl}-benzoic acid